2-hydroxy-1-{1-[4-(2-hydroxy-2-methylpropionyl)phenyl]-1,3,3-trimethylindan-5-yl}-2-methyl-propane-1-one OC(C(=O)C=1C=C2C(CC(C2=CC1)(C)C1=CC=C(C=C1)C(C(C)(C)O)=O)(C)C)(C)C